1-Benzyl-N-[rac-(6R)-4-methyl-5-oxo-2-[rac-(1S)-2,2-difluorocyclopropyl]-7,8-dihydro-6H-pyrazolo[1,5-a][1,3]diazepin-6-yl]-1,2,4-triazol-3-carboxamid C(C1=CC=CC=C1)N1N=C(N=C1)C(=O)N[C@H]1C(N(C=2N(CC1)N=C(C2)[C@H]2C(C2)(F)F)C)=O |r|